N1=CC(=CC=C1)C(=O)N Pyridine-3-carboxylic acid amide